3-Benzyl-6-methoxy-2-((4-nitrophenyl)sulfonyl)isoquinolin-1(2H)-one C(C1=CC=CC=C1)C=1N(C(C2=CC=C(C=C2C1)OC)=O)S(=O)(=O)C1=CC=C(C=C1)[N+](=O)[O-]